(8-amino-4,4-dimethyl-4,5-dihydro-1H-pyrazolo[4,3-H]quinazolin-3-yl)(4-phenylpiperazin-1-yl)methanone NC1=NC=2C3=C(C(CC2C=N1)(C)C)C(=NN3)C(=O)N3CCN(CC3)C3=CC=CC=C3